methyl 3-[(5-phenylpyrimidin-2-yl)amino]benzoate C1(=CC=CC=C1)C=1C=NC(=NC1)NC=1C=C(C(=O)OC)C=CC1